C1(=CC=CC=C1)C(C1=CC=CC=C1)=NC(CC(=O)OCC)(C)C1=CC=CC=C1 ethyl 3-((diphenylmethylene) amino)-3-phenylbutyrate